O1C(CCCC1)O[C@@H](C)C=1N(C=CN1)CC1=NOC(=C1)C1=CC=C(C=C1)C#CC=1C=CC(=NC1)CNCCC#N 3-(((5-((4-(3-((2-((1S)-1-((tetrahydro-2H-pyran-2-yl)oxy)ethyl)-1H-imidazol-1-yl)methyl)isoxazol-5-yl)phenyl)ethynyl)pyridin-2-yl)methyl)amino)propanenitrile